FC(=C(C(C(C(OC(F)(F)F)(F)F)(F)F)(F)F)OC(=C(F)F)C(C(C(F)(F)OC(F)(F)F)(F)F)(F)F)F perfluoro-3-methoxy-1-propylvinyl ether